(2R,4S)-N-[(4-chlorophenyl)-(4-methylmorpholin-2-yl)methyl]-1-[(2R)-2-(4-cyclopropyltriazol-1-yl)-3,3-dimethyl-butanoyl]-4-hydroxy-pyrrolidine-2-carboxamide ClC1=CC=C(C=C1)C(NC(=O)[C@@H]1N(C[C@H](C1)O)C([C@@H](C(C)(C)C)N1N=NC(=C1)C1CC1)=O)C1CN(CCO1)C